2,5-Diethyl-3,6(s)-dimethyl-Pyrazin C(C)C1=NC(=C(N=C1C)CC)C